C1(CCCCC1)CO[C@@H]([C@H](N)C(=O)N1CCC(CC1)C1=CC=C(C(=O)[O-])C=C1)C 4-(1-(O-(cyclohexylmethyl)-L-threonyl)piperidin-4-yl)benzoate